1-(2-amino-4-fluoro-5-methylphenyl)-3-(isopropylamino)propan-1-one NC1=C(C=C(C(=C1)F)C)C(CCNC(C)C)=O